6-(m-tolylmethyl)-3-(4-pyridyl)imidazo[1,2-b]pyridazine C1(=CC(=CC=C1)CC=1C=CC=2N(N1)C(=CN2)C2=CC=NC=C2)C